5,5'-(1,2-Phenylene)bis(2,2-dimethylpentanoic Acid) C1(=C(C=CC=C1)CCCC(C(=O)O)(C)C)CCCC(C(=O)O)(C)C